C(C)(C)(C)[Si](OCC(C)(N)C)(C)C 1-[tert-butyl-(dimethyl)silyl]oxy-2-methyl-propan-2-amine